2-methoxy-6-((1-(7-methyl-4-oxo-2-(piperidin-1-yl)-4H-pyrido[1,2-a]pyrimidin-9-yl)ethyl)amino)benzoic acid COC1=C(C(=O)O)C(=CC=C1)NC(C)C1=CC(=CN2C1=NC(=CC2=O)N2CCCCC2)C